2,8-bis(trifluoromethyl)-1-(3-(trifluoromethyl)phenyl)-1H-benzo[de][1,8]naphthyridine FC(C1=CC2=C3C(C=C(N=C3N1C1=CC(=CC=C1)C(F)(F)F)C(F)(F)F)=CC=C2)(F)F